O=C1NC(CCC1N1C(C2=CC=CC(=C2C1=O)OCCCCCNC(C1=CC=C(C(=O)NC2=CC3=C(NC(=N3)CN3[C@H](CCC3)C)C=C2)C=C1)=O)=O)=O N1-(5-((2-(2,6-dioxopiperidin-3-yl)-1,3-dioxoisoindolin-4-yl)oxy)pentyl)-N4-(2-(((S)-2-methylpyrrolidin-1-yl)methyl)-1H-benzo[d]imidazol-5-yl)terephthalamide